(1R,3R)-1-(2-chloropyrimidin-5-yl)-2-(2,2-difluoroethyl)-3-methyl-2,3,4,9-tetrahydro-1H-pyrido[3,4-b]indole ClC1=NC=C(C=N1)[C@H]1N([C@@H](CC2=C1NC1=CC=CC=C21)C)CC(F)F